tert-butyl 6-(benzyloxycarbamoyl)-2-azaspiro[3.3]heptane-2-carboxylate C(C1=CC=CC=C1)ONC(=O)C1CC2(CN(C2)C(=O)OC(C)(C)C)C1